4,4''-bis(3,6-dimethyl-9H-carbazol-9-yl)-4',5'-bis(4-(3,6-dimethyl-9H-carbazol-9-yl)phenyl)-6'-(6-phenylpyridin-2-yl)-[1,1':2',1''-terphenyl]-3'-carbonitrile CC=1C=CC=2N(C3=CC=C(C=C3C2C1)C)C1=CC=C(C=C1)C1=C(C(=C(C(=C1C1=NC(=CC=C1)C1=CC=CC=C1)C1=CC=C(C=C1)N1C2=CC=C(C=C2C=2C=C(C=CC12)C)C)C1=CC=C(C=C1)N1C2=CC=C(C=C2C=2C=C(C=CC12)C)C)C#N)C1=CC=C(C=C1)N1C2=CC=C(C=C2C=2C=C(C=CC12)C)C